acryloyloxyoctyloxycarbonylphthalic acid C(C=C)(=O)OCCCCCCCCOC(=O)C1=C(C(C(=O)O)=CC=C1)C(=O)O